t-hexyl-tris(dimethylamino)tin C(C)(C)(CCC)[Sn](N(C)C)(N(C)C)N(C)C